N1C(=NC2=C1C=CC=C2)C2=CC(=NN2CC2=CC=C(C=C2)OC)NC(=O)C=2C=NC(=CC2)N2CCC(CC2)N(C)C N-[5-(1H-benzimidazol-2-yl)-1-[(4-methoxyphenyl)methyl]pyrazol-3-yl]-6-[4-(dimethylamino)-1-piperidyl]pyridine-3-carboxamide